C1-(3-Indolyl)-glycerol 3-phosphate P(=O)(O)(O)OCC(C(O)C1=CNC2=CC=CC=C12)O